(R)-3-((4-(8-methoxy-[1,2,4]triazolo[1,5-a]pyridin-6-yl)-2-nitro-5-(trifluoromethyl)phenyl)amino)piperidine-1-carboxylic acid tert-butyl ester C(C)(C)(C)OC(=O)N1C[C@@H](CCC1)NC1=C(C=C(C(=C1)C(F)(F)F)C=1C=C(C=2N(C1)N=CN2)OC)[N+](=O)[O-]